N[C@@H]1C=2C=CC=C(C2CC12CCN(CC2)C2=NC=C(C=1N2C=NN1)SC1=C(C(=NC=C1)N)Cl)O (S)-1-amino-1'-(8-((2-amino-3-chloropyridin-4-yl)thio)-[1,2,4]triazolo[4,3-c]pyrimidin-5-yl)-1,3-dihydrospiro[inden-2,4'-piperidin]-4-ol